2-(7-chloro-5-phenyl-[1,2,4]triazolo[4,3-a]quinolin-1-yl)-N,N-dimethylethan-1-amine ClC=1C=C2C(=CC=3N(C2=CC1)C(=NN3)CCN(C)C)C3=CC=CC=C3